ClC1=C(C(=CC=C1)Cl)N1C(C2=C(N=C(N=C2)NC=2C=NN(C2)C2CCNCC2)C(=C1)C(=C)C)=O 6-(2,6-dichlorophenyl)-2-((1-(piperidin-4-yl)-1H-pyrazol-4-yl)amino)-8-(prop-1-en-2-yl)pyrido[4,3-d]pyrimidin-5(6H)-one